C(C)(C)(C)N1CCC(CC1)OC1=CC(=C(C=C1)Br)C#N tert-butyl-4-(4-bromo-3-cyanophenoxy)piperidine